ClC=1C=C(NC2(CCC3(C(CC4=C(C=CC=C34)F)C[C@H](COC3=CC=NC=4CCC[C@H](C34)C)C)CC2)C(=O)O)C=CC1 (1R,4R)-4-(3-Chloroanilino)-4'-fluoro-2'-[(2R)-2-methyl-3-{[(5R)-5-methyl-5,6,7,8-tetrahydroquinolin-4-yl]oxy}propyl]-2',3'-dihydrospiro[cyclohexane-1,1'-indene]-4-carboxylic acid